FC1=C(C(=CC2=C1N=CS2)F)NC2=CC=NC1=CC=C(C=C21)C2=C(C=C(C=C2)CN2CCN(CC2)C)F 4,6-difluoro-N-(6-(2-fluoro-4-((4-methylpiperazin-1-yl)methyl)phenyl)quinolin-4-yl)benzo[d]thiazol-5-amine